C(CCCCCCCC=CC)=O 9-undecenal